O=C1N=C(OC12CC1=CC=CC=C1C2)C(C(=O)N)C (4'-oxospiro[indane-2,5'-oxazole]-2'-yl)propanamide